O=C1N(CCC(N1)=O)C1=CC=C(C=C1)N1CCC(CC1)CN1CCC(CC1)N1N=NC(=C1)C1=C(C=2NC=3C=C(C=CC3C2N=C1)C#N)NC(C)C 3-(1-(1-((1-(4-(2,4-dioxotetrahydropyrimidin-1(2H)-yl)phenyl)piperidin-4-yl)methyl)piperidin-4-yl)-1H-1,2,3-triazol-4-yl)-4-(isopropylamino)-5H-pyrido[3,2-b]indole-7-carbonitrile